C(C1=CC=CC=C1)OC1=NC(=CC=C1C=1C=CC(=NC1)NCCCCC(=O)OC(C)(C)C)OCC1=CC=CC=C1 tert-butyl 5-[[5-(2,6-dibenzyloxy-3-pyridyl)-2-pyridyl]amino]pentanoate